N1=C(N=CC=C1)C=1C=CC=NC1 5-(pyrimidin-2-yl)pyridin